8-fluoro-3-methylacenaphthylen-1(2H)-one FC1=CC=C2C=CC(=C3CC(C1=C32)=O)C